CC([Si](OCC1COC(CN1C(=O)OC(C)(C)C)C(=O)O)(C1=CC=CC=C1)C1=CC=CC=C1)(C)C 5-[(2,2-dimethyl-1,1-diphenyl-1-silapropoxy)methyl]-4-[(tert-butyl)oxycarbonyl]morpholine-2-carboxylic acid